thieno[2,3-c]isoquinolin-5-one C=1CSC2=NC(C=3C=CC=CC3C21)=O